FC1=C2CC[C@@H](CC2=CC(=C1)F)N[S@](=O)C(C)(C)C (R)-N-((S)-5,7-difluoro-1,2,3,4-tetrahydronaphthalen-2-yl)-2-methylpropan-2-sulfinamide